FC1=C(C(=C2C=CNC2=C1F)SC)OC=1C=CC(=C(C1)C=1NC=C(N1)[C@]1(CCOC2=C(C=CC=C12)[C@H]1[C@H](C1)C(=O)O)C)F (1S,2R)-2-[(4S)-4-[2-[5-[(6,7-difluoro-4-methylsulfanyl-1H-indol-5-yl)oxy]-2-fluoro-phenyl]-1H-imidazol-4-yl]-4-methyl-chroman-8-yl]cyclopropanecarboxylic acid